C(C(C)C)(=O)OCC1=CC=CC=C1 (S)-benzyl isobutyrate